ClC1=NC(=NC(=N1)C1=CC=C(C2=CC=CC=C12)OC)C1=CC=C(C2=CC=CC=C12)OC 2-chloro-4,6-bis(4-methoxy-1-naphthyl)-1,3,5-triazine